C1=CC=CC=2C3=CC=CC=C3C(C12)COC(=O)N(C(C(=O)OC(C)(C)C)CCC1=CC=C(C=C1)Cl)C tert-Butyl 2-((((9H-fluoren-9-yl)methoxy) carbonyl)(methyl)amino)-4-(4-chlorophenyl)butanoate